C1(=CC=CC=C1)C(CC1=CC=C(C=C1)OC)(CCC1=CC=C(C=C1)OC)C1=CC=CC=C1 4,4'-(2,2-diphenylbutane-1,4-diyl)bis(methoxybenzene)